CN1[C@H](C(N2C3=C(N=C(N=C13)NC1CN(C1)CC=1C=NC(=CC1)C(F)(F)F)CCC2)=O)C (S)-4,5-Dimethyl-2-((1-((6-(trifluoromethyl)pyridin-3-yl)methyl)azetidin-3-yl)amino)-4,5,9,10-tetrahydro-6H,8H-pyrido[3,2,1-de]pteridin-6-one